COC(=O)C1=CC=C2CC(N(C2=C1)C(CCl)=O)=O 1-(2-chloroacetyl)-2-oxoindoline-6-carboxylic acid methyl ester